5-[4-(5-Fluoro-2,3-dihydrobenzofuran-7-yl)-2-hydroxy-4-methyl-2-trifluoromethyl-pentylamino]isoquinoline FC=1C=C(C2=C(CCO2)C1)C(CC(CNC1=C2C=CN=CC2=CC=C1)(C(F)(F)F)O)(C)C